BrC1=CSC=2NC(=CC21)C(CCC)=O 1-(3-bromo-6H-thieno[2,3-b]pyrrol-5-yl)butan-1-one